Diphenylmethan diisocyanate [N-]=C=O.[N-]=C=O.C1(=CC=CC=C1)CC1=CC=CC=C1